Diethyl 2-((7-fluoro-9-oxo-1,2,3,9-tetrahydropyrrolo[2,1-b]quinazolin-3-yl)methyl)malonate FC1=CC=2C(N3C(=NC2C=C1)C(CC3)CC(C(=O)OCC)C(=O)OCC)=O